N1C(=CC2=CC=CC=C12)\C=C\1/C(NC2=NC=C(C=C21)C2=C(C1=C(OCCN1)N=C2)C)=O (Z)-3-((1H-indol-2-yl)methylene)-5-(8-methyl-2,3-dihydro-1H-pyrido[2,3-b][1,4]oxazin-7-yl)-1,3-dihydro-2H-pyrrolo[2,3-b]pyridin-2-one